C(C)(=O)NC=1C=C(C(=C(C1)CCCC(=O)O)C)F 4-[5-(acetylamino)-3-fluoro-2-methylphenyl]butanoic acid